N-(4-chloro-3-(1-methyl-1H-1,2,4-triazol-3-yl)phenyl)-1-(hydrazinecarbonyl)-3-methyl-6-azabicyclo[3.1.1]heptane-6-carboxamide ClC1=C(C=C(C=C1)NC(=O)N1C2CC(CC1(C2)C(=O)NN)C)C2=NN(C=N2)C